ClC1=CC2=C(SC=C2COC=2C(=NC=C(C2)C2=CC=C(C=C2)OCCN2CCOCC2)N)C=C1 3-(5-chloro-benzo[b]thiophen-3-ylmethoxy)-5-[4-(2-morpholin-4-yl-ethoxy)-phenyl]-pyridin-2-ylamine